(E)-1-(4-Hydroxyphenyl)-3-(4-pyrrolidin-1-ylphenyl)prop-2-en-1-one OC1=CC=C(C=C1)C(\C=C\C1=CC=C(C=C1)N1CCCC1)=O